tert-butyl-(tert-butoxycarbonyl)-L-serine C(C)(C)(C)N([C@@H](CO)C(=O)O)C(=O)OC(C)(C)C